(3Z)-9,9-dioctyloxy-3-nonen-1-ol C(CCCCCCC)OC(CCCC\C=C/CCO)OCCCCCCCC